7-bromo-2,3-dihydrobenzofuran-4-carbaldehyde BrC=1C=CC(=C2CCOC21)C=O